(3R)-3-{[5-(2-chloro-5-cyanophenyl)-1-trityl-1H-indazol-3-yl]carbamoyl}piperidine-1-carboxylic acid 1-chloro-2-methylpropyl ester ClC(C(C)C)OC(=O)N1C[C@@H](CCC1)C(NC1=NN(C2=CC=C(C=C12)C1=C(C=CC(=C1)C#N)Cl)C(C1=CC=CC=C1)(C1=CC=CC=C1)C1=CC=CC=C1)=O